CC=1C(=C(C=CC1)P(C1=C(C(=CC=C1)C)C)C1=C(C(=CC=C1)C)C)C tri(dimethylphenyl)phosphine